ClC1=C(CNC(C(=O)N2CCC=3C=CC(=NC3C2)NC2=CC(=NN2)C)=O)C(=CC=C1)Cl N-(2,6-dichlorobenzyl)-2-(2-((3-methyl-1H-pyrazol-5-yl)amino)-5,6-dihydro-1,7-naphthyridin-7(8H)-yl)-2-oxoacetamide